O1C(=CC=C1)C=CC(=O)OC(C)COC(C)COC(C)COC(C=CC=1OC=CC1)=O tripropylene glycol difuranacrylate